CN1CCC(C2=CC=CC=C12)NC(=O)C1CCNCC1 N-(1-methyl-1,2,3,4-tetrahydroquinolin-4-yl)piperidine-4-carboxamide